N1C=C(C2=COC=CN21)C(=O)Cl pyrazolo[5,1-c][1,4]oxazine-3-carbonyl chloride